3-(4-{4-[5-hydroxy-1-(oxan-2-yl)-1H-indazol-3-yl]-1H-pyrazol-1-yl}butoxy)propyl methanesulfonate CS(=O)(=O)OCCCOCCCCN1N=CC(=C1)C1=NN(C2=CC=C(C=C12)O)C1OCCCC1